OC(CN1CC2(CS(C2)(=O)=O)CC1)CC1=CC=C(C=C1)C(F)(F)F 6-(2-hydroxy-3-(4-(trifluoromethyl)phenyl)propyl)-2-thia-6-azaspiro[3.4]octane-2,2-dioxide